OC(CC(C(=O)O)CCCCCC\C=C\C\C=C\CCCCC)CO 2,3-dihydroxypropyl-(9E,12E)-9,12-octadecadienoic acid